[BH4-].[Na+].OCC1=CC=C(S1)C=1C=C(C=CC1)[C@@H](C)NC(C1=C(C=CC(=C1)N1CCN(CC1)C)C)=O N-[(1R)-1-[3-[5-(Hydroxymethyl)-2-thienyl]phenyl]ethyl]-2-methyl-5-(4-methylpiperazin-1-yl)benzamide Sodium borohydride